BrC=1N=C(N2C1C(=C(C=C2)Cl)C(=O)O)C2=CC(=CC(=C2)C)F 1-bromo-7-chloro-3-(3-fluoro-5-methylphenyl)imidazo[1,5-a]pyridine-8-carboxylic acid